(1R,4S,6'S)-4-(3-chloro-2-fluoroanilino)-6'-[(2R)-3-hydroxy-2-methylpropyl]-6',7'-dihydro-2'H-spiro[cyclohexane-1,5'-indeno[5,6-d][1,3]dioxole]-4-carboxylic acid methyl ester COC(=O)C1(CCC2([C@H](CC3=CC=4OCOC4C=C23)C[C@H](CO)C)CC1)NC1=C(C(=CC=C1)Cl)F